2-(4-amino-4-phenylpiperidin-1-yl)-5-(4-chloro-1-(methyl-d3)-1H-indazol-5-yl)-7-((2-(trimethylsilanyl)ethoxy)methyl)-7H-pyrrolo[2,3-d]pyrimidine-4-carbonitrile NC1(CCN(CC1)C=1N=C(C2=C(N1)N(C=C2C=2C(=C1C=NN(C1=CC2)C([2H])([2H])[2H])Cl)COCC[Si](C)(C)C)C#N)C2=CC=CC=C2